2-(1-methoxy-1-oxoprop-2-yl)-2,7-diazaspiro[3.5]nonane-7-carboxylic acid tert-butyl ester C(C)(C)(C)OC(=O)N1CCC2(CN(C2)C(C(=O)OC)C)CC1